FC1=C(C=CC(=N1)C(=O)NC([2H])([2H])[2H])N1CCN(CC1)CC=1C=NC=2C=C(C(NC2C1)=O)C 6-fluoro-N-(methyl-d3)-5-(4-((7-methyl-6-oxo-5H-1,5-naphthyridin-3-yl)methyl)piperazin-1-yl)pyridine-2-carboxamide